CC1=CC=C(C=N1)C(C)OC=1N=CC=C2CCNCC12 8-(1-(6-methylpyridin-3-yl)ethoxy)-1,2,3,4-tetrahydro-2,7-naphthyridine